methyl 2-(4-cyanophenyl)-3-oxopentanoate C(#N)C1=CC=C(C=C1)C(C(=O)OC)C(CC)=O